CC=1C=CC(=C(N)C1)OCCC(F)(F)F 5-methyl-2-(3,3,3-trifluoropropoxy)aniline